(R)-tert-butyl 3-(3-methylene-3,4-dihydro-1,5,6,8-tetraazaacenaphthylen-5(1H)-yl)piperidine-1-carboxylate C=C1C2=CNC=3N=CN=C(N(C1)[C@H]1CN(CCC1)C(=O)OC(C)(C)C)C32